4-{4-[(tert-butoxycarbonyl)(methyl)amino]-4-ethylpiperidin-1-yl}-2-ethylindazole-7-carboxylic acid C(C)(C)(C)OC(=O)N(C1(CCN(CC1)C=1C2=CN(N=C2C(=CC1)C(=O)O)CC)CC)C